dimethyl (S)-2-((6-bromo-4-((3-(trifluoromethyl)phenyl)sulfonyl)-3,4-dihydro-2H-benzo[b][1,4]oxazin-2-yl)methyl)malonate BrC1=CC2=C(O[C@H](CN2S(=O)(=O)C2=CC(=CC=C2)C(F)(F)F)CC(C(=O)OC)C(=O)OC)C=C1